C(C)(C)(C)OC(=O)N1CCC(CC1)NC=1C=C2C(=C(C=NC2=CC1)S(=O)(=O)N1CCOCC1)NC1=C(C(=O)O)C=CC=C1 2-[[6-[(1-tert-butoxycarbonyl-4-piperidinyl)amino]-3-morpholinesulfonyl-4-quinolinyl]amino]benzoic acid